NC1=NC(N(C=C1)[C@@H]1O[C@]([C@H]([C@@H]1C)O[Si](C)(C)C(C)(C)C)(C)CO[Si](C)(C)C(C)(C)C)=O 4-amino-1-((2R,3S,4S,5R)-4-((tert-butyldimethylsilyl)oxy)-5-(((tert-butyldimethylsilyl)oxy)methyl)-3,5-dimethyltetrahydrofuran-2-yl)pyrimidin-2(1H)-one